tert-butyl (1R,4R)-5-(4-chloro-2-fluorophenyl)-2,5-diazabicyclo[2.2.1]heptane-2-carboxylate ClC1=CC(=C(C=C1)N1[C@H]2CN([C@@H](C1)C2)C(=O)OC(C)(C)C)F